(S)-N-(8-(6-(3-hydroxy-3-methylbut-1-yn-1-yl)pyridin-3-yl)-1-methyl-2-oxo-2,3,4,5-tetrahydro-1H-benzo[b]azepin-3-yl)-4-phenoxypyridine-2-carboxamide OC(C#CC1=CC=C(C=N1)C=1C=CC2=C(N(C([C@H](CC2)NC(=O)C2=NC=CC(=C2)OC2=CC=CC=C2)=O)C)C1)(C)C